OC=1C=C(C=CC1)[C@@H]1N(C[C@H](CC1)C)C(=O)OC(C)(C)C tert-butyl (2R,5S)-2-(3-hydroxyphenyl)-5-methyl-piperidine-1-carboxylate